N-(5-((4-((5-(dimethylphosphoryl)quinoxalin-6-yl)amino)-7H-pyrrolo[2,3-d]pyrimidin-2-yl)amino)-4-methoxy-2-(4-methylpiperazin-1-yl)phenyl)propionamide CP(=O)(C)C1=C2N=CC=NC2=CC=C1NC=1C2=C(N=C(N1)NC=1C(=CC(=C(C1)NC(CC)=O)N1CCN(CC1)C)OC)NC=C2